FC(OC1=CC=C(C=C1)C1=CN=C2N1C=CN=C2NC2=CC(=C(C(=O)N1CCC(CC1)C(=O)N1C[C@H]([C@@H]([C@H](C1)CO)O)O)C=C2)C)F (1-(4-((3-(4-(di-fluoromethoxy)phenyl)imidazo[1,2-a]pyrazin-8-yl)amino)-2-methylbenzoyl)piperidin-4-yl)((3R,4R,5R)-3,4-dihydroxy-5-(hydroxymethyl)piperidin-1-yl)methanone